N-((3-((S)-1-cyclopropylethyl)-6,7-dihydro-5H-cyclopenta[b]pyridin-4-yl)carbamoyl)-2-((S)-1,2-dihydroxypropan-2-yl)thiazole-5-sulfonimidamide C1(CC1)[C@H](C)C=1C(=C2C(=NC1)CCC2)NC(=O)NS(=O)(=N)C2=CN=C(S2)[C@@](CO)(C)O